ethyl 6-(benzylsulfanyl)-8-fluoroimidazo[1,5-a]pyridine-3-carboxylate C(C1=CC=CC=C1)SC=1C=C(C=2N(C1)C(=NC2)C(=O)OCC)F